FC1=NC(=CC=C1C=1SC=2C(NCCC2N1)=O)N1C[C@@H](CC1)F (R)-2-(2-fluoro-6-(3-fluoropyrrolidin-1-yl)pyridin-3-yl)-6,7-dihydrothiazolo[5,4-c]pyridin-4(5H)-one